(trans)-3-((3-exo)-3-((7-((5-methyl-1H-pyrazol-3-yl)amino)-1,6-naphthyridin-5-yl)amino)-8-azabicyclo[3.2.1]octane-8-yl)cyclobutane-1-carbonitrile CC1=CC(=NN1)NC1=NC(=C2C=CC=NC2=C1)NC1CC2CCC(C1)N2[C@@H]2C[C@H](C2)C#N